C(C)N1C(CN(CC1)C=1N=C(C2=C(N1)C=NN2C(C)C)N[C@H](C)C=2C=NC1=CC=CC=C1C2)=O 1-Ethyl-4-[1-isopropyl-7-((R)-1-quinolin-3-yl-ethylamino)-1H-pyrazolo[4,3-d]pyrimidin-5-yl]-piperazin-2-on